L-N5-(1-Iminoethyl)ornithine dihydrochloride Cl.Cl.N=C(C)NCCC[C@H](N)C(=O)O